C(C=C)(=O)N1[C@H](CN(C[C@H]1C)C1=NC(N2C3=C(C(=C(C=C13)C(F)(F)F)C1=C(C=C(C=C1)F)F)SCCC2)=O)C 8-((3S,5R)-4-acryloyl-3,5-dimethylpiperazin-1-yl)-11-(2,4-difluorophenyl)-10-(trifluoromethyl)-3,4-dihydro-2H,6H-[1,4]thiazepino[2,3,4-ij]quinazolin-6-one